C1(CCCCCC1)NC(OC1=CC(=CC=C1)C=1C=NC=C(C1)C1=NC=NO1)=O 3-(5-(1,2,4-oxadiazol-5-yl)pyridin-3-yl)phenyl cycloheptylcarbamate